FC1=CC(=C2C=C(NC(C2=C1)=O)C=1C(=NN(C1)C)\C=C\OC)[C@@H](C)N[S@](=O)C(C)(C)C (R)-N-((R)-1-(7-fluoro-3-(3-((E)-2-methoxyvinyl)-1-methyl-1H-pyrazol-4-yl)-1-oxo-1,2-dihydroisoquinolin-5-yl)ethyl)-2-methylpropane-2-sulfinamide